CN(C1=NC=CC(=N1)C1CN(CCO1)C(=O)NCC(CC1=CC=C(C=C1)C(F)(F)F)CO)C 2-[2-(dimethylamino)pyrimidin-4-yl]-N-[2-(hydroxymethyl)-3-[4-(trifluoromethyl)phenyl]propyl]morpholine-4-carboxamide